C(OC1=C(C=C(C=C1)N1C(C=CC1=O)=O)C)OC1=C(C=C(C=C1)N1C(C=CC1=O)=O)C N,N'-[methylenebis(oxy)bis(2-methyl-1,4-phenylene)]bismaleimide